FC1(CCN(CC1)C(CCCCCCSC1=C2CN(C(C2=C(C=C1)F)=O)C1C(NC(CC1)=O)=O)=O)F 3-(4-((7-(4,4-difluoropiperidin-1-yl)-7-oxoheptyl)thio)-7-fluoro-1-oxoisoindolin-2-yl)piperidine-2,6-dione